ClC1=C(C=CC=C1)C1=NC=2N(C(N(C(C2N1C1=CC=C(C=C1)Cl)=O)CC(=O)O)=O)CC1CCOCC1 [8-(2-chlorophenyl)-7-(4-chlorophenyl)-3-(oxan-4-ylmethyl)-2,6-dioxopurin-1-yl]acetic acid